diethyl 2,2'-((((3-cyano-4,5,6,7-tetrahydrobenzo[b]thiophen-2-yl)azanediyl)bis(methylene))bis(1H-1,2,3-triazole-4,1-diyl))diacetate C(#N)C=1C2=C(SC1N(CC=1N=NN(C1)CC(=O)OCC)CC=1N=NN(C1)CC(=O)OCC)CCCC2